NC1=C(C=2N(C=C1)N=CN2)P(C)(C)=O (7-amino-[1,2,4]triazolo[1,5-a]pyridin-8-yl)dimethylphosphine oxide